6-(3-methoxybenzyl)-4-methyl-5-oxo-5,6-dihydro-4H-thiazolo[5',4':4,5]pyrrolo[2,3-d]pyridazine-2-carbaldehyde COC=1C=C(CN2N=CC3=C(C2=O)N(C2=C3SC(=N2)C=O)C)C=CC1